ClC=1C=CC=C2C=CC(=NC12)NC1=C(C=C(C=C1)OCC1=NC=CC=C1)C 8-chloro-N-(2-methyl-4-(pyridin-2-ylmethoxy)phenyl)quinolin-2-amine